methyl-4-amino-6-cyclopentyl-2-(4-((2-methoxybenzoylamino)methyl)phenyl)-5-(2-methoxyvinyl)nicotinic acid COC(C1=C(N=C(C(=C1N)C=COC)C1CCCC1)C1=CC=C(C=C1)CNC(C1=C(C=CC=C1)OC)=O)=O